COC(C1=CC(=CC(=C1)NC(CC1=CC=CC=C1)=O)C#N)=O.C(C)(=O)N[C@H]1C[C@H](CC1)C(=O)NC1=NC=C(C(=C1)C=1C=C(C2=C(N(C=N2)C(C)C)C1)F)C (1S,3R)-3-acetylamino-N-(4-(4-fluoro-1-isopropyl-1H-benzo[d]imidazol-6-yl)-5-methylpyridin-2-yl)cyclopentane-1-carboxamide methyl-3-cyano-5-(2-phenylacetamido)benzoate